(2R,3R,4R,5S)-3,4,5-tris(benzyloxy)-2-methyl-1-(4-((tetrahydro-2H-pyran-4-yl)oxy)phenethyl)piperidine C(C1=CC=CC=C1)O[C@@H]1[C@H](N(C[C@@H]([C@H]1OCC1=CC=CC=C1)OCC1=CC=CC=C1)CCC1=CC=C(C=C1)OC1CCOCC1)C